(6-fluoro-2-methyl-4-oxo-3,4-dihydro-quinazolin-7-yl)boronic acid FC=1C=C2C(NC(=NC2=CC1B(O)O)C)=O